CC=1C=C(C=CC1OC1=CC2=C(N(C=N2)C)C=C1)NC=1C2=C(N=CN1)SC(=N2)N2C(C(CC2)=C)=O 1-[7-({3-methyl-4-[(1-methyl-1,3-benzodiazol-5-yl)oxy]phenyl}amino)-[1,3]thiazolo[5,4-d]pyrimidin-2-yl]-3-methylidenepyrrolidin-2-one